[I-].C(C1=CC=CC=C1)[N+]1(CCCC2(OC(CO2)C2=CC=CC=C2)CC1)C([2H])([2H])[2H] 9-Benzyl-3-phenyl-9-(trideuteriomethyl)-1,4-dioxa-9-azoniaspiro[4.6]undecane iodide